N1C=C(C=2C1=NC=CC2)S(=O)(=O)N2CCC1(C[C@H](CO1)NC[C@@H](COC=1C=C(C=CC1)S(=O)(=O)NC)O)CC2 3-((S)-3-((R)-8-(1H-pyrrolo[2,3-b]pyridin-3-ylsulfonyl)-1-oxa-8-azaspiro[4.5]decan-3-ylamino)-2-hydroxypropoxy)-N-methylbenzenesulfonamide